iso-propyl phenyl ketone C1(=CC=CC=C1)C(=O)C(C)C